NC1=NC(=C(C=2N1C(N(N2)C[C@@H]2NC[C@H](C2)F)=O)C2=CC(=NC(=C2)C)C)C2=CC=CC=C2 5-amino-8-(2,6-dimethyl-4-pyridyl)-2-[[(2R,4S)-4-fluoropyrrolidin-2-yl]methyl]-7-phenyl-[1,2,4]triazolo[4,3-c]pyrimidin-3-one